11-(4-(4,6-diphenyl-1,3,5-triazin-2-yl)-3-hydroxyphenoxy)undecyl acrylate C(C=C)(=O)OCCCCCCCCCCCOC1=CC(=C(C=C1)C1=NC(=NC(=N1)C1=CC=CC=C1)C1=CC=CC=C1)O